2-chloro-2'-methyl-spiro[4,5-dihydrothieno[2,3-c]pyran-7,4'-piperidin]-4-ol ClC1=CC2=C(S1)C1(CC(NCC1)C)OCC2O